7-({4-[2-(2-indolyl)ethylamino]-5-methyl-1-azepanyl}carbonyl)-1,2,3a-triaza-3(2H)-indenone N1C(=CC2=CC=CC=C12)CCNC1CCN(CCC1C)C(=O)C1=CC=CN2C(NN=C12)=O